ClC1=CC=C(C=C1)C1=CC(=CC=C1)C1=CC=C(C=C1)Cl 4,4''-dichloro-1,1':3',1''-terphenyl